BrC1=CC=C(C=2N1N=CC2C(=O)O)Cl 7-bromo-4-chloropyrazolo[1,5-a]pyridine-3-carboxylic acid